OCCCC=1C(=C(O)C=CC1C(C)(C)C1=CC=C(C=C1)O)CCCO bis-hydroxypropyl-bisphenol A